CN1N=C(C=C1)C=1NC=CC1 2-(1-methyl-1H-pyrazol-3-yl)-1H-pyrrole